1-[(3R)-1-(prop-2-enoyl)piperidin-3-yl]-1,3-dihydro-2H-imidazo[4,5-c]pyridin-2-one C(C=C)(=O)N1C[C@@H](CCC1)N1C(NC=2C=NC=CC21)=O